(S)-5-(((4-(3-chloro-4-(2-chloro-3-((3-fluoro-4-((((R)-2-hydroxypropyl)amino)methyl)pyridin-2-yl)amino)phenyl)pyridin-2-yl)-2-(difluoromethoxy)benzyl)amino)methyl)pyrrolidin-2-one ClC=1C(=NC=CC1C1=C(C(=CC=C1)NC1=NC=CC(=C1F)CNC[C@@H](C)O)Cl)C1=CC(=C(CNC[C@@H]2CCC(N2)=O)C=C1)OC(F)F